((R)-1-(3-amino-5-(trifluoromethyl)phenyl)ethyl)-7-methoxy-6-((R)-2-methoxypropyl)-2-methylquinazolin-4-amine NC=1C=C(C=C(C1)C(F)(F)F)[C@@H](C)C1=C2C(=NC(=NC2=CC(=C1C[C@@H](C)OC)OC)C)N